3-(dimethylamino)acrolein CN(C=CC=O)C